1-methyl-4,5,6,7-tetrahydro-1H-indazole CN1N=CC=2CCCCC12